C(C1=CC=CC=C1)OC1=CC2=C(N(N=C2C=C1)C)C(=O)NC1CN(CC1)C 5-(benzyloxy)-2-methyl-N-(1-methylpyrrolidin-3-yl)-2H-indazole-3-carboxamide